tetrahydropyrrolo[3',4':2,3][1,4]oxazepino[5,6,7-de]quinazoline-9(10H)-carboxylate N1CNC2C=CC=C3C2=C1N=C1C(O3)=CN(C1)C(=O)[O-]